N-[4-[[4-[[2-(6-methyl-2-pyridyl)pyrrolo[2,1-f][1,2,4]triazin-4-yl]amino]pyrimidin-2-yl]amino]phenyl]azetidine-3-carboxamide CC1=CC=CC(=N1)C1=NN2C(C(=N1)NC1=NC(=NC=C1)NC1=CC=C(C=C1)NC(=O)C1CNC1)=CC=C2